O[C@H]1CN(CCC1)C1CCN(CC1)C(=O)OCC1=CC=CC=C1 benzyl (3R)-3-hydroxy[1,4'-bipiperidine]-1'-carboxylate